C(#N)C1=C(C=C(C=C1)N1[C@H](O[C@@H](C1)C(=O)NC1=CC=C(C=C1)NC(=O)N)C(F)(F)F)C(F)(F)F (2R,5S)-3-(4-Cyano-3-(trifluoromethyl)phenyl)-2-(trifluoromethyl)-N-(4-ureidophenyl)oxazolidin-5-carboxamid